4-(((4-chlorophenyl)(4-(trifluoromethoxy)benzyl)amino)methyl)-1H-1,2,3-triazole-5-carboxylic acid ClC1=CC=C(C=C1)N(CC1=CC=C(C=C1)OC(F)(F)F)CC=1N=NNC1C(=O)O